((5-fluoro-4-methylpyridin-2-yl)methyl)-3-propylnaphthalene-1,4-dione FC=1C(=CC(=NC1)CC=1C(C2=CC=CC=C2C(C1CCC)=O)=O)C